9,9'-(3,5-bis(2,6-diphenylpyrimidin-4-yl)-1,2-phenylene)bis(3,6-dimethyl-9H-carbazole) C1(=CC=CC=C1)C1=NC(=CC(=N1)C=1C(=C(C=C(C1)C1=NC(=NC(=C1)C1=CC=CC=C1)C1=CC=CC=C1)N1C2=CC=C(C=C2C=2C=C(C=CC12)C)C)N1C2=CC=C(C=C2C=2C=C(C=CC12)C)C)C1=CC=CC=C1